FC(C1=CC=C(C=C1)C=1N=C(C2=C(N1)C=NC=C2)N2CC(C2)NC(C=C)=O)(F)F N-(1-(2-(4-(trifluoromethyl)phenyl)pyrido[3,4-d]pyrimidin-4-yl)azetidin-3-yl)acrylamide